CNS(=O)(=O)C1=CC(=C(C=C1)NC1=CC=C(C=C1)S(F)(F)(F)(F)F)C=1N=CC(N(C1)C)=O N-methyl-3-(4-methyl-5-oxo-4,5-diHydropyrazin-2-yl)-4-((4-(pentafluoro-λ6-sulfanyl)phenyl)amino)benzenesulfonamide